ClC=1C=C(C=2N(C1)C=C(N2)[C@@H](C)NC2=CC(=NC=N2)NC(=O)[C@@H]2[C@H](C2)C2=NC=CC(=N2)C)N2C(N(C(C2)=O)C)=O (1S,2S)-N-(6-(((R)-1-(6-chloro-8-(3-methyl-2,4-dioxoimidazolidin-1-yl)imidazo[1,2-a]pyridin-2-yl)ethyl)amino)pyrimidin-4-yl)-2-(4-methyl-pyrimidin-2-yl)cyclopropane-1-carboxamide